2-carbonyl-acetamide C(=O)=CC(=O)N